ClC1=CC(=NC=N1)C1=CN=C2N1N=C(C=C2)C2CC2 3-(6-chloropyrimidin-4-yl)-6-cyclopropylimidazo[1,2-b]pyridazine